ClC=1C=NC(=C(C(=O)NC2CCC(CC2)CN2C(N(C3=C2C=CC=C3)C=3C=C2N=CC=NC2=CC3)=O)C1)C(F)F 5-chloro-2-(difluoromethyl)-N-((1r,4r)-4-((2-oxo-3-(quinoxalin-6-yl)-2,3-dihydro-1H-benzo[d]imidazol-1-yl)methyl)cyclohexyl)nicotinamide